tetra-heptyl-ascorbate C(CCCCCC)C([C@@]([C@@]1(C(=C(C(=O)O1)O)[O-])CCCCCCC)(O)CCCCCCC)(O)CCCCCCC